2-[4-[2-(cyclopenten-1-yl)-4-methyl-thiazol-5-yl]oxyphenyl]-4-[(2,6-difluorophenyl)methyl]-1,2,4-triazol-3-one C1(=CCCC1)C=1SC(=C(N1)C)OC1=CC=C(C=C1)N1N=CN(C1=O)CC1=C(C=CC=C1F)F